C1(CCCCC1)N(C(CCN1C(=NC2=C1C=C(C=C2)CN2CC(C2)(F)F)[C@@H]2CC[C@H](CC2)CC)=O)CC N-cyclohexyl-3-{6-[(3,3-difluoroazetidin-1-yl)methyl]-2-(trans-4-ethylcyclohexyl)-1H-benzimidazol-1-yl}-N-ethylpropanamide